O[C@]1([C@@H](CCC1)NC1=NC(=NC=C1C=O)SC)C |r| (±)-4-{[(1R*,2R*)-2-hydroxy-2-methylcyclopentyl]amino}-2-(methylsulfanyl)pyrimidine-5-carbaldehyde